4-{[3-methoxy-4-(5-methyl-1,2,4-oxadiazol-3-yl)pyridin-2-yl]amino}-N-(2H3)methyl-6-propanamidopyridine-3-carboxamide COC=1C(=NC=CC1C1=NOC(=N1)C)NC1=C(C=NC(=C1)NC(CC)=O)C(=O)NC([2H])([2H])[2H]